1-{[1-methyl-6-(octyloxy)-3,4-dihydro-2-naphthalenyl]methyl}-3-azetidinecarboxylic acid hydrochloride Cl.CC1=C(CCC2=CC(=CC=C12)OCCCCCCCC)CN1CC(C1)C(=O)O